CC1=NN(C=C1)C1=NC=C(C=N1)CN1C[C@@H](N[C@@H](C1)C=1C(=C2COC(C2=CC1)=O)C)C 3-methyl-1-(5-(((3S,5R)-3-methyl-5-(4-methyl-1-oxo-1,3-dihydroisobenzofuran-5-yl)piperazin-1-yl)methyl)pyrimidin-2-yl)-1H-pyrazole